BrC=1C=CC=C2C(=NC(=NC12)NC1=CC(=C(C=C1)F)Cl)N[C@H](CC)C1CC1 (R)-8-bromo-N2-(3-chloro-4-fluorophenyl)-N4-(1-cyclopropylpropyl)quinazoline-2,4-diamine